1-vinyloxy-2,3-xylene C(=C)OC1=C(C(=CC=C1)C)C